C[C@@H]1CN(CCC1)C=1N=NC(=C2C1SC=C2)NC2C[C@@H]1[C@@H](CN(C1)CC1CCOCC1)C2 7-((S)-3-methylpiperidin-1-yl)-N-((3aR,5s,6aS)-2-((tetrahydro-2H-pyran-4-yl)methyl)octahydrocyclopenta[c]pyrrol-5-yl)thieno[2,3-d]pyridazin-4-amine